2-((2-ethyl-6-(2-(((1-(3-hydroxyazetidine-1-carbonyl)azetidin-3-yl)methyl)amino)pyrimidin-5-yl)imidazo[1,2-a]pyridin-3-yl)(methyl)amino)-4-(4-fluorophenyl)thiazole-5-carbonitrile C(C)C=1N=C2N(C=C(C=C2)C=2C=NC(=NC2)NCC2CN(C2)C(=O)N2CC(C2)O)C1N(C=1SC(=C(N1)C1=CC=C(C=C1)F)C#N)C